N-(2-hydroxyethyl)-5-(4-(trifluoromethyl)phenyl)-2-naphthacenecarboxamide OCCNC(=O)C1=CC2=CC3=CC4=CC=CC=C4C=C3C(=C2C=C1)C1=CC=C(C=C1)C(F)(F)F